2-((3-((3,4-dimethoxyphenyl)sulfonyl)-6-(trifluoromethoxy)quinolin-4-yl)amino)ethan-1-ol COC=1C=C(C=CC1OC)S(=O)(=O)C=1C=NC2=CC=C(C=C2C1NCCO)OC(F)(F)F